2-amino-N-(4-(3-(pyridin-4-yl)phenyl)thiazol-2-yl)acetamide NCC(=O)NC=1SC=C(N1)C1=CC(=CC=C1)C1=CC=NC=C1